(R)-2-((2-amino-7-(1H-pyrazol-5-yl)quinazolin-4-yl)amino)-1-butanol NC1=NC2=CC(=CC=C2C(=N1)N[C@@H](CO)CC)C1=CC=NN1